METHYLMORPHOLINE CN1CCOCC1